ClC1=NC2=CC3=C(C=CC=C3C=C2C=C1)Cl 2,8-dichloro-azaanthracene